1,3-dimethylpiperidinium fluoride [F-].C[NH+]1CC(CCC1)C